(2S,3S,4R,5S)-4-[[3-[3-(Difluoromethyl)-4-fluoro-2-methoxy-phenyl]-4,5-dimethyl-5-(trifluoromethyl)tetrahydrofuran-2-carbonyl]amino]pyridin-2-carboxamid FC(C=1C(=C(C=CC1F)[C@H]1[C@H](O[C@@]([C@@H]1C)(C(F)(F)F)C)C(=O)NC1=CC(=NC=C1)C(=O)N)OC)F